ClC=1C=C2C(=C3C4(NC(NC13)=O)CCCCC4)OC(=C2)CNCCN2C(CCC2)=O 5'-chloro-2'-({[2-(2-oxopyrrolidin-1-yl)ethyl]amino}methyl)-7',8'-dihydro-6'H-spiro[cyclohexane-1,9'-furo[2,3-f]quinazoline]-7'-one